(R)-1-(2-methyl-4-(8-((3-methyl-4-((2-methyl-[1,2,4]triazolo[1,5-a]pyridin-7-yl)oxy)phenyl)amino)pyrimido[5,4-d]pyrimidin-2-yl)piperazin-1-yl)prop-2-en-1-one C[C@H]1N(CCN(C1)C=1N=CC2=C(N1)C(=NC=N2)NC2=CC(=C(C=C2)OC2=CC=1N(C=C2)N=C(N1)C)C)C(C=C)=O